CC1=C2C(C(=CN(C2=NC(=C1)N1CC(C1)N1N=CC=C1)C1=NC=NS1)C(=O)O)=O 5-methyl-4-oxo-7-[3-(1H-pyrazol-1-yl)azetidin-1-yl]-1-(1,2,4-thiadiazol-5-yl)-1,4-dihydro-1,8-naphthyridine-3-carboxylic acid